4,7-dichloro-8-fluoro-2-(((2R)-2-fluorotetrahydro-1H-pyrrolizin-7a(5H)-yl)ethynyl)-1,6-naphthyridine ClC1=CC(=NC2=C(C(=NC=C12)Cl)F)C#CC12CCCN2C[C@@H](C1)F